C12CN(CC2C1)C=1C2=C(N=C(N1)C1=C(C(=CC(=C1Cl)OC)OC)Cl)C=NC(=C2)Cl 4-(3-azabicyclo[3.1.0]hex-3-yl)-6-chloro-2-(2,6-dichloro-3,5-dimethoxyphenyl)pyrido[3,4-d]pyrimidine